O=C1NC(CC[C@H]1NC(=O)C1=C(C=C(C=C1)N1CCN(CC1)C1CCN(CC1)C(=O)OC(C)(C)C)F)=O |r| tert-Butyl (±)-4-(4-(4-((2,6-dioxopiperidin-3-yl)aminocarbonyl)-3-fluorophenyl)piperazin-1-yl)piperidine-1-carboxylate